3-(trimethylsilyl)prop-2-yn-1,1-d2-1-ol C[Si](C#CC(O)([2H])[2H])(C)C